(2-(4-bromophenoxy)ethyl)(methyl-d3)selenane tert-butyl-(4-(bis(2-((tert-butyldimethylsilyl)oxy)dodecyl)amino)butyl)carbamate C(C)(C)(C)N(C(O)=O)CCCCN(CC(CCCCCCCCCC)O[Si](C)(C)C(C)(C)C)CC(CCCCCCCCCC)O[Si](C)(C)C(C)(C)C.BrC1=CC=C(OCCC2([Se]CCCC2)C([2H])([2H])[2H])C=C1